dipropyl-propyl-trimethoxysilane C(CC)C(O[Si](OC)(OC)CCC)CCC